(1R,2R,3S,4R,5S)-4-(6-amino-2-(phenethylthio)-9H-purin-9-yl)-1-(hydroxymethyl)bicyclo[3.1.0]Hexane-2,3-diol NC1=C2N=CN(C2=NC(=N1)SCCC1=CC=CC=C1)[C@H]1[C@@H]([C@@H]([C@@]2(C[C@H]12)CO)O)O